Cl.C12N(CC(NC1)C2)C2=C(C#N)C(=CC(=C2)CC(C)C)F 2-(2,5-diazabicyclo[2.2.1]heptan-2-yl)-6-fluoro-4-isobutylbenzonitrile hydrochloride